Toluendiamin C(C1=CC=CC=C1)(N)N